6-benzyloxy-17-nitro-12-phenyl-6,15-bis(trifluoromethyl)-19-oxa-3,4,13,18-tetraazatricyclo[12.3.1.12,5]nonadeca-1(17),2,4,9,14(18),15-hexa-ene C(C1=CC=CC=C1)OC1(C2=NN=C(C3=C(C=C(C(NC(CC=CCC1)C1=CC=CC=C1)=N3)C(F)(F)F)[N+](=O)[O-])O2)C(F)(F)F